CN1C(N(C(=C1)C(=O)NC1=CC(=CC=C1)COC1CC(CCC1)C)C)=O 2,3-dihydro-1,3-dimethyl-N-[3-[[(3-methylcyclohexyl)oxy]methyl]phenyl]-2-oxo-1H-imidazole-4-carboxamide